F[C@H]1C[C@H](N2N=C(N=C21)C(CC)F)C2=CC=CC=C2 (5s,7s)-7-fluoro-2-(1-fluoropropyl)-5-phenyl-6,7-dihydro-5H-pyrrolo[1,2-b][1,2,4]triazole